(S)-4,4-difluoro-1-(2-((S)-3-(isoquinolin-4-ylamino)pyrrolidin-1-yl)acetyl)pyrrolidine-2-carbonitrile FC1(C[C@H](N(C1)C(CN1C[C@H](CC1)NC1=CN=CC2=CC=CC=C12)=O)C#N)F